N,2-dimethoxy-N-[[4-[5-(trifluoromethyl)-1,2,4-oxadiazol-3-yl]phenyl]methyl]propenamide CON(C(C(=C)OC)=O)CC1=CC=C(C=C1)C1=NOC(=N1)C(F)(F)F